2-(4-methylphenylsulfanyl)pyridine-N-oxide CC1=CC=C(C=C1)SC1=[N+](C=CC=C1)[O-]